[2H]C1(C(C=2C(=CC3=C(OCO3)C2)C1=O)([2H])[2H])[2H] 6,6,7,7-Tetradeuteriocyclopenta[f][1,3]benzodioxol-5-one